BrC=1C(=C(OCCC[C@@H]2CN(CCC2)CC(=O)OCC)C=CC1)C (R)-ethyl 2-(3-(3-(3-bromo-2-methylphenoxy)propyl)piperidin-1-yl)acetate